butyl (1-((S)-3-cyclopropyl-1-oxo-1-(((S)-1-((S)-2-oxopyrrolidin-3-yl)but-3-yn-2-yl)amino)propan-2-yl)-2-oxo-1,2-dihydropyridin-3-yl)carbamate C1(CC1)C[C@@H](C(N[C@@H](C[C@H]1C(NCC1)=O)C#C)=O)N1C(C(=CC=C1)NC(OCCCC)=O)=O